2-(furan-2-yl)-7-methoxypyrazolo[1,5-c]quinazolin-5-amine O1C(=CC=C1)C1=NN2C(=NC=3C(=CC=CC3C2=C1)OC)N